FC1=CC=C(OC2=NC=CC=C2)C=C1 2-(4-fluoro-phenoxy)-pyridin